C(C1=CC=CC=C1)OC=1C(C=C(OC1C(=O)OC)CCC1(CN(CCCC1)C(=O)OC(C)(C)C)NC(=O)OC(C)(C)C)=O tert-butyl 3-(2-(5-(benzyloxy)-6-(methoxycarbonyl)-4-oxo-4H-pyran-2-yl)ethyl)-3-((tert-butoxycarbonyl)amino)azepane-1-carboxylate